Cl.Cl.N1N=CC(=C1)CCCN 3-(1H-pyrazol-4-yl)propan-1-amine dihydrochloride